O1C(=CC2=C1C=CC=C2)C2=CC=C(C=C2)NC([C@H](CC2=CC=C(C=C2)F)NC2=CC=C(C(=O)NCCC(=O)OCC)C=C2)=O Ethyl (S)-3-(4-((1-((4-(benzofuran-2-yl)phenyl)amino)-3-(4-fluorophenyl)-1-oxopropan-2-yl)amino)benzamido)propanoate